FC(COC1=NNC(=C1)C(=O)OCC)F ethyl 3-(2,2-difluoroethoxy)-1H-pyrazole-5-carboxylate